(1S,3R,4S)-N-((S)-1-cyano-2-((R)-2-oxopiperidin-3-yl)ethyl)-2-((S)-3-cyclopropyl-2-((5-methylpyridin-3-yl)amino)propanoyl)-5,5-difluoro-2-azabicyclo[2.2.2]octane-3-carboxamide C(#N)[C@H](C[C@@H]1C(NCCC1)=O)NC(=O)[C@@H]1N([C@@H]2CC([C@H]1CC2)(F)F)C([C@H](CC2CC2)NC=2C=NC=C(C2)C)=O